4-methyl-5-(pyrazolo[1,5-a]pyridin-3-yl)-1,3-thiazol-2-amine CC=1N=C(SC1C=1C=NN2C1C=CC=C2)N